(S)-N-(1-(4-(benzylsulfanyl)phenylamino)-1-oxo-3-phenylprop-2-yl)-5-fluoropyridin-amide C(C1=CC=CC=C1)SC1=CC=C(C=C1)NC([C@H](CC1=CC=CC=C1)NC(=O)C1=NC=C(C=C1)F)=O